4-{[4-{[3-(methylsulfonyl)benzyl]amino}-5-(trifluoromethyl)pyrimidin-2-yl]amino}benzamide CS(=O)(=O)C=1C=C(CNC2=NC(=NC=C2C(F)(F)F)NC2=CC=C(C(=O)N)C=C2)C=CC1